(S)-6-(4-chlorophenyl)-N-(1-(4-cyano-3-fluorophenyl)ethyl)-2-(1-methyl-1H-pyrazol-4-yl)-3-oxo-2,3-dihydropyridazine-4-carboxamide ClC1=CC=C(C=C1)C=1C=C(C(N(N1)C=1C=NN(C1)C)=O)C(=O)N[C@@H](C)C1=CC(=C(C=C1)C#N)F